methyl 4-(N-(4-bromophenyl)-N-isobutylsulfamoyl)-1-methoxy-2-naphthoate BrC1=CC=C(C=C1)N(S(=O)(=O)C1=CC(=C(C2=CC=CC=C12)OC)C(=O)OC)CC(C)C